(13-(acryloyloxy)tridecyl)phosphonic acid C(C=C)(=O)OCCCCCCCCCCCCCP(O)(O)=O